N-[6-(5-chloro-1,3-benzothiazol-2-yl)spiro[3.3]heptan-2-yl]-2-(1-methyl-1-methylsulfonyl-ethyl)pyridine-4-carboxamide ClC=1C=CC2=C(N=C(S2)C2CC3(CC(C3)NC(=O)C3=CC(=NC=C3)C(C)(S(=O)(=O)C)C)C2)C1